(±)-cis-N-[8-chloro-6-[4-(hydroxymethyl)-3-pyridyl]-3-isoquinolyl]-2-fluoro-cyclopropanecarboxamide ClC=1C=C(C=C2C=C(N=CC12)NC(=O)[C@H]1[C@H](C1)F)C=1C=NC=CC1CO |r|